CC1(CCC(CC1)NC/C=C/CN([C@H]1CCCC=2C=CC=NC12)C[C@@H]1N(CC2=CC=CC=C2C1)C(=O)OC(C)(C)C)C tert-butyl (R)-3-((((E)-4-((4,4-dimethylcyclohexyl)amino)but-2-en-1-yl)((S)-5,6,7,8-tetrahydroquinolin-8-yl)amino)methyl)-3,4-dihydroisoquinoline-2(1H)-carboxylate